(3',5'-dichloro-5-(methoxymethoxy)-[1,1'-biphenyl]-3-yl)methanol tert-butyl-4-(3-(5-(1H-tetrazol-5-yl)benzo[c]isoxazol-3-yl)phenoxy)piperidine-1-carboxylate C(C)(C)(C)C1N(CCC(C1)OC1=CC(=CC=C1)C1=C2C(=NO1)C=CC(=C2)C2=NN=NN2)C(=O)OCC=2C=C(C=C(C2)OCOC)C2=CC(=CC(=C2)Cl)Cl